C1(=CC=CC=C1)[C@H]1N=C(OC1)C1=NC2=CC=CC=C2C=C1 (R)-4-phenyl-2-(quinolin-2-yl)-4,5-dihydro-oxazole